C(C)(C)(C)N1C=C2C=CC=CC2=C2C1=C1C=CC=CC1=C2 6-tert-butyl-6H-indeno[1,2-c]isoquinoline